dodecyl 3-[3-[3-[bis(3-dodecoxy-3-oxo-propyl)amino]propyl-methyl-amino]propyl-(3-dodecoxy-3-oxo-propyl)amino]propanoate C(CCCCCCCCCCC)OC(CCN(CCCN(CCCN(CCC(=O)OCCCCCCCCCCCC)CCC(=O)OCCCCCCCCCCCC)C)CCC(OCCCCCCCCCCCC)=O)=O